[Si-]1=CC=CC=C1.[K+] potassium silainide